NC=1C(=C(C(=O)[O-])C(=CC1)C)F 3-amino-2-fluoro-6-methylbenzoate